N-diethoxyphosphoryl-benzoxazolone C(C)OP(=O)(OCC)N1C(OC2=C1C=CC=C2)=O